2-(2-chloropyridin-3-yl)-1-(7-fluoro-5-(2-((tetrahydrofuran-3-yl)amino)pyrimidin-4-yl)indolin-1-yl)ethan-1-one ClC1=NC=CC=C1CC(=O)N1CCC2=CC(=CC(=C12)F)C1=NC(=NC=C1)NC1COCC1